C1(CC1)S(=O)(=O)NC=1SC=C(N1)C(C(=O)NC1=NC=C(C=C1)C1=NC(=CN=C1)C(C)C)CC 2-(2-(cyclopropanesulfonamido)thiazol-4-yl)-N-(5-(6-isopropylpyrazin-2-yl)pyridin-2-yl)butanamide